C(C=1C(C(=O)OCCCCCCCC)=CC=CC1)(=O)OCCCCCCCC Di-octyl phthalate